(4-amino-5-(4-cyclopropoxyphenyl)-7-methyl-7H-pyrrolo[2,3-d]pyrimidin-6-yl)-3-azaspiro[5.5]undec-8-ene-3-carboxylic acid tert-butyl ester C(C)(C)(C)OC(=O)N1CC(C2(CC1)CC=CCC2)C2=C(C1=C(N=CN=C1N)N2C)C2=CC=C(C=C2)OC2CC2